(2E)-3-(3,4,5-trihydroxyphenyl)-2-propenoic acid OC=1C=C(C=C(C1O)O)/C=C/C(=O)O